C(=O)(O)C(CCCCC1=CC=C(C=C1)CCCCC1(CC1)C(=O)O)(C)C 1-(4-(4-(5-carboxy-5-methylhexyl)phenyl)butyl)cyclopropane-1-carboxylic acid